NC=1C(=NC(=CN1)C1=CC=C(C=C1)C)C(=O)NC1=CC=C(OCP(OCC)(=O)C)C=C1 ethyl (4-(3-amino-6-p-tolylpyrazine-2-carboxamido)phenoxy)methyl(methyl)phosphinate